CON1N=NN=C1 N-methoxy-1H-tetrazole